CC1=C(C(=O)C=2C=C3C=4C=C(C=CC4N(C3=CC2)CC)C(CCC)=O)C=CC=C1 1-(6-(2-methylbenzoyl)-9-ethylcarbazol-3-yl)-butane-1-one